N-[4-amino-1-(2-trimethylsilylethoxymethyl)pyrazolo[4,3-c]pyridin-7-yl]-2-oxo-2-[(2R,5S)-5-methyl-2-[rac-(3R)-tetrahydropyran-3-yl]-1-piperidyl]acetamide NC1=NC=C(C2=C1C=NN2COCC[Si](C)(C)C)NC(C(N2[C@H](CC[C@@H](C2)C)[C@@H]2COCCC2)=O)=O |&1:28|